Dimyristoyl tartrate C(=O)(OC(CCCCCCCCCCCCC)=O)C(O)C(O)C(=O)OC(CCCCCCCCCCCCC)=O